((1R,5S,6s)-6-((4-(2-aminopropan-2-yl)-6-(4-fluorophenyl)pyridin-2-yl)oxy)-3-azabicyclo[3.1.0]hexan-3-yl)(3-cyclopropyl-1-(pyrimidin-2-yl)-1H-pyrazol-4-yl)methanone NC(C)(C)C1=CC(=NC(=C1)C1=CC=C(C=C1)F)OC1[C@@H]2CN(C[C@H]12)C(=O)C=1C(=NN(C1)C1=NC=CC=N1)C1CC1